C(C)(C)C1=C(C(C(=O)O)=CC(=C1)C(C)C)O 3,5-diisopropylsalicylic acid